FC1(CC(C1)C#CC=1C=C(C=C(C1)F)N(C1=NC=2N(C3=CC=C(C(=C13)F)F)C(=NN2)C)CC(F)F)F N-[3-[2-(3,3-difluorocyclobutyl)ethynyl]-5-fluoro-phenyl]-N-(2,2-difluoroethyl)-6,7-difluoro-1-methyl-[1,2,4]triazolo[4,3-a]quinazolin-5-amine